N-(4-(((8-(pyridazin-4-yl)-2-((tetrahydro-2H-pyran-4-yl)amino)pyrazolo[1,5-a][1,3,5]triazin-4-yl)amino)methyl)phenyl)propanamide N1=NC=C(C=C1)C=1C=NN2C1N=C(N=C2NCC2=CC=C(C=C2)NC(CC)=O)NC2CCOCC2